ClC=1C(=NC=CC1C1=NC(=C(C=C1)CNCC(C(=O)O)(C)C)OC)C1=C(C(=CC=C1)NC(=O)C=1SC(=CN1)CNCCO)C 3-(((3'-chloro-2'-(3-(5-(((2-hydroxyethyl)amino)methyl)thiazole-2-carboxamido)-2-methylphenyl)-6-methoxy-[2,4'-bipyridin]-5-yl)methyl)amino)-2,2-dimethylpropanoic acid